methyl 1-(2-trimethylsilylethoxymethyl)-7-vinyl-benzimidazole-4-carboxylate C[Si](CCOCN1C=NC2=C1C(=CC=C2C(=O)OC)C=C)(C)C